(1,3-diisopropylimidazol-2-ylidene)(3-chloropyridinyl)palladium (II) dichloride C(C)(C)N1C(N(C=C1)C(C)C)=[Pd-3](C1=NC=CC=C1Cl)(Cl)Cl